C(C)(C)(C)OC(=O)N1C(=CC2=CC=CC=C12)C=1OC2=C(C=C(C=C2C(C1)=O)C)C(C)NC1=C(C=CC=C1)C(=O)OC(C)(C)C.BrC=1C(=C(C=C2CCCC12)C(CC)=O)O 1-(7-Bromo-6-hydroxy-2,3-dihydro-1H-inden-5-yl)propan-1-one tert-Butyl-2-[8-[1-(2-tert-butoxycarbonylanilino)ethyl]-6-methyl-4-oxo-chromen-2-yl]indole-1-carboxylate